ClC1=C2CC(CC2=CC=C1Cl)NC=1C=CC(=NC1)[C@@H](C(F)(F)F)N(C(=O)C1CNC(NC1)=O)C N-((1S)-1-(5-((4,5-Dichloro-2,3-dihydro-1H-inden-2-yl)amino)pyridin-2-yl)-2,2,2-trifluoroethyl)-N-methyl-2-oxohexahydropyrimidine-5-carboxamide